5-(dimethylphosphoryl)-2-methylquinoline CP(=O)(C)C1=C2C=CC(=NC2=CC=C1)C